C(C)(C)C1=C(C=CC=C1)C1=NC=C2N(C(N(C2=N1)CC1=CC=C(C=C1)N1N=C(C=C1)C1CCNCC1)=O)C 2-(2-isopropylphenyl)-7-methyl-9-(4-(3-(piperidin-4-yl)-1H-pyrazol-1-yl)benzyl)-7,9-dihydro-8H-purin-8-one